BrCC1=CC=C(C=C1)CBr α,α'-dibromo-para-xylene